C1(CCCCC1)NCCCN N-R-cyclohexyl-1,3-propanediamine